(S)-4-(4-(4-(4-amino-2-(4-(5-cyanothiophene-2-amido)benzamido)-4-oxo-butyramido)benzamido)-2-hydroxy-3-isopropoxybenzamido)benzoic acid NC(C[C@@H](C(=O)NC1=CC=C(C(=O)NC2=C(C(=C(C(=O)NC3=CC=C(C(=O)O)C=C3)C=C2)O)OC(C)C)C=C1)NC(C1=CC=C(C=C1)NC(=O)C=1SC(=CC1)C#N)=O)=O